FC=1C=CC2=C(C(=C(O2)[C@H](C(C)C)NC(N[C@@H]2C[C@H](CCC2)C(=O)N)=O)C)C1 (1S,3S)-3-(3-((S)-1-(5-fluoro-3-methylbenzofuran-2-yl)-2-methylpropyl)ureido)cyclohexane-1-carboxamide